FC=1C=C(CC2=NOC(=N2)NC([C@@H](C)N2C[C@@H](C(CC2)(F)F)C2=CC=[N+](C=C2)[O-])=O)C=C(C1)F 4-((S)-1-((R)-1-((3-(3,5-difluorobenzyl)-1,2,4-oxadiazol-5-yl)amino)-1-oxopropan-2-yl)-4,4-difluoropiperidin-3-yl)pyridine 1-oxide